BrC1=CC=C(C=C1)N1C(N(CC(C1)=O)C)=O 1-(4-bromophenyl)-3-methyltetrahydropyrimidine-2,5-dione